C(C)(C)(C)C=1C=CC=2NC3=CC=C(C=C3C2C1)C(C)(C)C 3,6-bis-tert-butylcarbazole